2-[(3R)-3-methylmorpholin-4-yl]-4-(pyrrolidin-1-yl)-8-[1-(tetrahydro-2H-pyran-2-yl)-1H-pyrazol-5-yl]-1,7-naphthyridine C[C@H]1N(CCOC1)C1=NC2=C(N=CC=C2C(=C1)N1CCCC1)C1=CC=NN1C1OCCCC1